cyclopropyl-(2,4,6-trichloropyridin-3-yl)methanone tert-butyl-(2-hydroxy-4-(4-methylthiazol-5-yl)benzyl)carbamate C(C)(C)(C)N(C(O)=O)CC1=C(C=C(C=C1)C1=C(N=CS1)C)O.C1(CC1)C(=O)C=1C(=NC(=CC1Cl)Cl)Cl